The molecule is a member of the class of pterocarpans carrying three hydroxy substituents at positions 3, 6a and 9. It has a role as a phytoestrogen, an antibacterial agent, a plant metabolite and an antimicrobial agent. C1[C@@]2([C@H](C3=C(O1)C=C(C=C3)O)OC4=C2C=CC(=C4)O)O